N1(CCC1)CC1(CC1)NC(C(C)C1=CC(=CC=C1)F)=O N-(1-(azetidin-1-ylmethyl)cyclopropyl)-2-(3-fluorophenyl)propanamide